C(C)(C)(C)OC(=O)N[C@@H](CCOC1=CC=CC=C1)C(=O)OC methyl N-(tert-butoxycarbonyl)-O-phenyl-L-homoserinate